2-chloro-4'-methoxyacetophenone ClCC(=O)C1=CC=C(C=C1)OC